ethyl 4-(3-((bis(dimethylamino)methylene)amino)hexyl)benzoate CN(C)C(N(C)C)=NC(CCC1=CC=C(C(=O)OCC)C=C1)CCC